(2R,3R,4S,5R,6R)-6-((5-cyclopentylisoxazol-3-yl)methyl)-2-(hydroxymethyl)-5-methoxy-4-(4-(3,4,5-trifluorophenyl)-1H-1,2,3-triazol-1-yl)tetrahydro-2H-pyran-3-ol C1(CCCC1)C1=CC(=NO1)C[C@@H]1[C@@H]([C@H]([C@H]([C@H](O1)CO)O)N1N=NC(=C1)C1=CC(=C(C(=C1)F)F)F)OC